C1(=CC=CC=C1)C(=O)N1CCC(CC1)CN1C[C@@H](C([C@@H](C1)O)O)O phenyl(4-(((3S,4r,5R)-3,4,5-trihydroxypiperidin-1-yl)methyl)piperidin-1-yl)methanone